C1(CC1)N=S(=O)(C)C=1C=CC2=C(C=C(O2)C(=O)O)C1 5-(N-cyclopropyl-S-methyl-sulfonimidoyl)benzofuran-2-carboxylic Acid